Monoethylenglycol diphenyl ether C1(=CC=CC=C1)OCCOC1=CC=CC=C1